O[C@@H](CC(=O)O[C@@H]1[C@@H]2[C@H](OC1)[C@@H](CO2)OC(C[C@@H](C)O)=O)C [(3S,3aR,6R,6aR)-6-[(3R)-3-hydroxybutanoyl]oxy-2,3,3a,5,6,6a-hexahydrofuro[3,2-b]furan-3-yl] (3R)-3-hydroxybutanoate